NC=1C(=C2C(=NC1)C=CS2)NC2CCC(CC2)NC(OC(C)(C)C)=O tert-Butyl {4-[(6-aminothieno[3,2-b]pyridin-7-yl)amino]cyclohexyl}carbamate